tert-butyl 4-(5-fluoro-3-methoxycarbonyl-2-pyridyl)piperazine-1-carboxylate FC=1C=C(C(=NC1)N1CCN(CC1)C(=O)OC(C)(C)C)C(=O)OC